(S)-2-((S)-2-((tert-butoxycarbonyl)(methyl)amino)-2-(3-iodo-4-methoxyphenyl)acetamido)propanoic acid C(C)(C)(C)OC(=O)N([C@H](C(=O)N[C@H](C(=O)O)C)C1=CC(=C(C=C1)OC)I)C